C(C)(C)N1CCN(C2=CC=CC=C12)C(C(C)N1CCCCC1)=O 1-(4-Isopropyl-3,4-dihydroquinoxaline-1(2H)-yl)-2-(piperidin-1-yl)propan-1-one